benzocyclobutene silicon [Si].C1CC=2C1=CC=CC2